COC1=CC=C(C=C1)N1C(=C(C=C1)S(N)(=O)=O)C(=O)O 1-(4-methoxyphenyl)-3-sulfamoyl-pyrrole-2-carboxylic acid